(2S,4r)-1-[(2S)-2-(4-cyclopropyl-triazol-1-yl)-3,3-dimethyl-butyryl]-4-hydroxy-N-[(1-tetrahydropyran-4-yl-4-piperidinyl)methyl]pyrrolidine-2-carboxamide C1(CC1)C=1N=NN(C1)[C@H](C(=O)N1[C@@H](C[C@H](C1)O)C(=O)NCC1CCN(CC1)C1CCOCC1)C(C)(C)C